C(CCCCCCCCCCCCCCC)[Si](Cl)(C)C Cetyl-dimethylchlorosilane